The molecule is a dipeptide consisting of N-butyl-L-cysteinamide having an (R)-2-amino-2-(4-hydroxyphenyl)acetyl residue attached to its alpha-amino nitrogen. It is a dipeptide and a L-cysteine derivative. CCCCNC(=O)[C@H](CS)NC(=O)[C@@H](C1=CC=C(C=C1)O)N